CC(C)(C#C)OCCO 2-((2-methylbut-3-yn-2-yl)oxy)ethanol